2-[(2R,3R,4R,5R)-3-hydroxy-4-(2-methoxyethoxy)-5-(5-methyl-2,4-dioxo-1,2,3,4-tetrahydropyrimidin-1-yl)oxocyclopentan-2-yl]oxolane O[C@@H]1[C@@H](C([C@@H]([C@H]1OCCOC)N1C(NC(C(=C1)C)=O)=O)=O)C1OCCC1